N-methyl-3-trifluoromethyl-4-chloromethyl-5-difluoromethoxypyrazole CN1N=C(C(=C1OC(F)F)CCl)C(F)(F)F